C1(CC1)C1=NC=NC(=C1C=1N=C(C2=C(N1)C(NCC2)=O)N(C(OC(C)(C)C)=O)CC2=CC=C(C=C2)C=2N(C=C(N2)C(F)(F)F)C)OC tert-butyl (2-(4-cyclopropyl-6-methoxypyrimidin-5-yl)-8-oxo-5,6,7,8-tetrahydropyrido[3,4-d]pyrimidin-4-yl)(4-(1-methyl-4-(trifluoromethyl)-1H-imidazol-2-yl)benzyl)carbamate